1-(5-(3-cyano-4-((1-phenylethyl)amino)quinolin-6-yl)pyridin-2-yl)-3-methylurea C(#N)C=1C=NC2=CC=C(C=C2C1NC(C)C1=CC=CC=C1)C=1C=CC(=NC1)NC(=O)NC